C(C)(C)S(=O)(=O)NC1=CC=C(C=C1)C(C(=O)N)C 2-{4-[(isopropylsulfonyl)amino]phenyl}propanamide